ClC=1C=C(C=C(C1)F)N1C=C(C=2C3=C(CCC12)C=NO3)C(F)(F)F 6-(3-chloro-5-fluorophenyl)-8-(trifluoromethyl)-5,6-dihydro-4H-isoxazolo[5,4-e]indole